C1(CC1)C1=NC=NC(=C1B1OC(C(O1)(C)C)(C)C)OC 4-cyclopropyl-6-methoxy-5-(4,4,5,5-tetramethyl-1,3,2-dioxaborolan-2-yl)pyrimidine